C(C=C)(=O)OCCC1=CC=C(C(=O)O)C=C1 4-(2-acryloyloxyethyl)benzoic acid